CN1C(=NC=2C1=NC=CC2)C=2C=C(C=CC2)C2=C(C=C(C(=C2)N2C=1C=CC=CC1C(C1=CC=CC=C21)(C)C)C2=CC(=CC=C2)C2=NC=1C(=NC=CC1)N2C)N2C=1C=CC=CC1C(C1=CC=CC=C21)(C)C 10,10'-(3,3''-bis(3-methyl-3H-imidazo[4,5-b]pyridin-2-yl)-[1,1':4',1''-terphenyl]-2',5'-diyl)bis(9,9-dimethyl-9,10-dihydroacridine)